CN(CCCCCCCCCCCCCCCCCC)C dimethyl-(octadecyl)amine